ClC1=C(C=CC(=C1)Cl)[C@@H](C)N1N=NC2=C1N=C(N=C2)N2CC(C2)[C@@H]2CN(CCC2)C2COC2 3-((R)-1-(2,4-dichlorophenyl)ethyl)-5-(3-((R)-1-(oxetane-3-yl)piperidin-3-yl)azetidine-1-yl)-3H-[1,2,3]triazolo[4,5-d]pyrimidine